OCC1CN(C1)C(=O)O[C@@H]1CC[C@H](CC1)C(N(CC12CCC(CC1)(CC2)C2=CC(=C(C=C2)OC)C)C2=NC=CC(=C2)C2=CN=C(S2)C2CC2)=O 4-((4-(2-Cyclopropylthiazol-5-yl)pyridin-2-yl)((4-(4-methoxy-3-methylphenyl) bicyclo[2.2.2]octan-1-yl) methyl)carbamoyl)(trans-cyclohexyl) 3-(hydroxymethyl)azetidine-1-carboxylate